2-(6-bromo-7-chloro-3-methyl-2-oxo-2,3-dihydro-1H-imidazo[4,5-b]pyridin-1-yl)acetic acid TFA salt OC(=O)C(F)(F)F.BrC=1C(=C2C(=NC1)N(C(N2CC(=O)O)=O)C)Cl